di(tri-hydroxymethyl)propane OC(O)(O)C(C)(C)C(O)(O)O